P(=O)(OC(C)(C)C)(OC(C)(C)C)OCC=1C(=NC=CC1)NC di-tert-butyl [2-(methylamino)-3-pyridyl]methyl phosphate